OC(C(=O)[O-])CCC hydroxy-valerate